5-(2,6-dimethoxyphenyl)-1-methyl-1H-pyrazol COC1=C(C(=CC=C1)OC)C1=CC=NN1C